ClC=1C=C(C=CC1)C1=CC=2C3=CC=CC=C3C3=CC=CC=C3C2C=C1 2-(3-chlorophenyl)-triphenylene